1,3,5,6,7-pentahydropyrrolo[3,4-f]isoindole C1NCC=2C1=CC=1CNCC1C2